C(C(C)C)OCCOCCO diethylene glycol mono-i-Butyl ether